(1S,6R,8R,9R,10R,15R,18R)-8,18-bis(6-amino-9H-purin-9-yl)-9-fluoro-3,12-dihydroxy-2,4,7,11,13,16-hexaoxa-3λ5,12λ5-diphosphatricyclo[13.3.0.06,10]octadecane-3,12-dione NC1=C2N=CN(C2=NC=N1)[C@@H]1O[C@@H]2COP(O[C@H]3[C@@H](CO[C@@H]3COP(O[C@H]2[C@H]1F)(=O)O)N1C2=NC=NC(=C2N=C1)N)(=O)O